(E)-2,3-difluorobenzaldehyde oxime FC1=C(/C=N/O)C=CC=C1F